ClC=1C(=NC(=NC1)NC=1C=NN(C1)C)NC=1C=C(C=CC1C#CC1=CC=CC=C1)NC(C=C)=O N-(3-((5-chloro-2-((1-methyl-1H-pyrazol-4-yl)amino)pyrimidin-4-yl)amino)-4-(phenylethynyl)phenyl)acrylamide